ClC1=CC=C(C=C1)NC1C(C(NC=2C=C3C(=CC12)OCO3)=O)(C)C 8-((4-Chlorophenyl)amino)-7,7-dimethyl-7,8-dihydro-[1,3]dioxolo[4,5-g]quinolin-6(5H)-one